9-(1,3-benzothiazol-6-yl)-3,4-dihydropyrido[2,1-c][1,2,4]thiadiazine 2,2-dioxide S1C=NC2=C1C=C(C=C2)C2=CC=CN1C2=NS(CC1)(=O)=O